BrC=1C(=CC(=NC1OC)NC(=O)C1CC(C2=C1C=NC=1N2N=C(C1)Cl)(C)C)C(F)F N-(5-bromo-4-(difluoromethyl)-6-methoxypyridin-2-yl)-2-chloro-8,8-dimethyl-7,8-dihydro-6H-cyclopenta[e]pyrazolo[1,5-a]pyrimidine-6-carboxamide